FC(C=1C=C(C=C(C1)C(F)(F)F)[C@H]1N([C@@H]2N(O[C@H]1C=C2)C(CC2=CC=CC=C2)=O)C(=O)OC)(F)F |o1:12,14,17| methyl (1S*,4R*,6R*)-6-(3,5-bis(trifluoromethyl)phenyl)-3-(2-phenylacetyl)-2-oxa-3,5-diazabicyclo[2.2.2]oct-7-ene-5-carboxylate